phenethylthiazole-5-carboxamide C(CC1=CC=CC=C1)C=1SC(=CN1)C(=O)N